6-methyl-2-(5-methyl-1,3,4-oxadiazol-2-yl)thieno[2,3-c]pyridin-7(6H)-one CN1C(C2=C(C=C1)C=C(S2)C=2OC(=NN2)C)=O